CC1=CC=C(C=C1)[C@@H]1CCC=C2CCN([C@@H]12)S(=O)(=O)CC1=CC=CC=C1 (7S,7aS)-7-(4-methylphenyl)-1-toluenesulfonyl-2,3,5,6,7,7a-hexahydro-1H-indole